CNCC1CN(CCS1(=O)=O)C(=O)OC(C)(C)C tert-butyl 2-((methylamino)methyl)thiomorpholine-4-carboxylate 1,1-dioxide